1,4-bis(di-t-butylphosphino)butane C(C)(C)(C)P(CCCCP(C(C)(C)C)C(C)(C)C)C(C)(C)C